1-t-butoxycarbonyl-4-aminomethyl-piperidine C(C)(C)(C)OC(=O)N1CCC(CC1)CN